(S)-2-chlorophenylglycine ClC1=C([C@H](N)C(=O)O)C=CC=C1